2-((4-((5-(3,5-bis(trifluoromethyl)phenyl)-4H-1,2,4-triazol-3-yl)thio)-6-chloropyrimidin-2-yl)thio)-5-bromobenzo[d]oxazole FC(C=1C=C(C=C(C1)C(F)(F)F)C=1NC(=NN1)SC1=NC(=NC(=C1)Cl)SC=1OC2=C(N1)C=C(C=C2)Br)(F)F